2-(3-chloro-4-methoxyphenyl)-N-hydroxyacetimidamide ClC=1C=C(C=CC1OC)CC(NO)=N